FC=1C=2N(C=C(C1OC)NC(=O)C1=CC=C(C3=CN(N=C13)C)N1CCNCC1)C=C(N2)C N-{8-fluoro-7-methoxy-2-methylimidazo[1,2-a]pyridin-6-yl}-2-methyl-4-(piperazin-1-yl)indazole-7-carboxamide